NCC(C(=O)NC1=CC=2C(=CN=CC2)S1)C1=CC=C(C=C1)CCCCO 3-amino-2-(4-(4-hydroxybutyl)phenyl)-N-(thieno[2,3-c]pyridin-2-yl)propanamide